3-amino-2,6-dibromo-pyridine-4-carboxylic acid methyl ester COC(=O)C1=C(C(=NC(=C1)Br)Br)N